FC(C(C(=O)O)C1=CC=CC=C1)(F)F 3,3,3-trifluoro-2-phenylpropionic acid